1'-methyl-2'H-spiro[cyclohexane-1,3'-indol]-4-one CN1CC2(C3=CC=CC=C13)CCC(CC2)=O